C(#N)C1=CNC2=C(C=CC(=C12)C)NS(=O)(=O)C=1C=NN(C1)C1COCC1 N-(3-cyano-4-methyl-1H-indol-7-yl)-1-tetrahydrofuran-3-yl-pyrazole-4-sulfonamide